FC(C(=O)O)(F)F.C(C1=CC=CC=C1)OC=1C(C=CN2N[C@H]3N(CC[C@@]45CC[C@@H](C[C@H]34)O5)C(C21)=O)=O (2S,4aS,14aR,14bR)-9-(benzyloxy)-1,3,4,5,6,14,14a,14b-octahydro-2H-2,4a-epoxypyrido[1',2':1,6][1,2,4]triazino[3,4-a]isoquinoline-8,10-dione trifluoroacetic acid salt